C(C)(C)(C)OC(=O)N1CC(C(C1)C=CC1=CC=C(C=C1)C(F)(F)F)OC 3-methoxy-4-(4-(trifluoromethyl)styryl)pyrrolidine-1-carboxylic acid tert-butyl ester